dihydro-4H-pyrazolo[4,3-c]pyridin N1NC=C2CN=CC=C21